2,4,6,8,10,12-hexamethyl-2,4,6,8,10,12-hexavinyl-cyclohexasiloxane C[Si]1(O[Si](O[Si](O[Si](O[Si](O[Si](O1)(C=C)C)(C=C)C)(C=C)C)(C=C)C)(C=C)C)C=C